[Si](C)(C)(C(C)(C)C)OC([2H])([2H])C1=NC=CC(=C1F)C(=C)OCC (((tert-butyldimethylsilyl)oxy)methyl-d2)-4-(1-ethoxyvinyl)-3-fluoropyridine